4-(7-chloro-8-fluoro-2-{[(2S)-1-methylpyrrolidin-2-yl]Methoxy}pyrido[4,3-d]Pyrimidine-4-yl)piperazine-1-carboxylic acid tert-butyl ester C(C)(C)(C)OC(=O)N1CCN(CC1)C=1C2=C(N=C(N1)OC[C@H]1N(CCC1)C)C(=C(N=C2)Cl)F